5-Chloro-6-cyano-pyridin-3-yl 3-deoxy-3-[4-(3,4,5-trifluorophenyl)-1H-1,2,3-triazol-1-yl]-1-thio-α-D-galactopyranoside FC=1C=C(C=C(C1F)F)C=1N=NN(C1)[C@@H]1[C@H]([C@@H](SC=2C=NC(=C(C2)Cl)C#N)O[C@@H]([C@@H]1O)CO)O